C1(CCCC1)CN1CCC(CC1)NC(=O)[C@H]1N(C[C@@H](C1)O)C([C@H](C(C)(C)C)N1N=NC(=C1)C1CC1)=O (2S,4R)-N-[1-(cyclopentylmethyl)-4-piperidyl]-1-[(2S)-2-(4-cyclopropyltriazol-1-yl)-3,3-dimethyl-butanoyl]-4-hydroxy-pyrrolidine-2-carboxamide